CC1=CC=C(C=C1)NC(=O)C1CCN(CC1)C(=O)C1=NNC(=C1)C1=CC=NC=C1 N-(4-methylphenyl)-1-[5-(pyridin-4-yl)-1H-pyrazole-3-carbonyl]piperidine-4-carboxamide